C(C)(=O)O.C(C)(=O)O.CC1C=C(O)C=C(C1(O)C)C 3,4,5-trimethylhydroquinone diacetate